C(C)OC(CCCCC[Cu]CCCCCC(OCC)OCC)OCC.[Li] lithium bis[6,6-diethoxyhexyl]copper